(S)-7-fluoro-8-((4-((2-hydroxy-1-phenylethyl)amino)-5-(1,3,4-oxadiazol-2-yl)pyrimidin-2-yl)amino)-2,3-dihydro-1H,11H-[1,2,5]triazepino[1,2-a]indazole-4,11(5H)-dione FC1=C(C=CC=2C(N3N(C12)CC(NCC3)=O)=O)NC3=NC=C(C(=N3)N[C@H](CO)C3=CC=CC=C3)C=3OC=NN3